ClC1=C(C=CC(=C1)C1=NC=CC2=C1C(=NN2)C2CC2)S(=O)(=O)N(C)C 2-chloro-4-(3-cyclopropyl-1H-pyrazolo[4,3-c]pyridin-4-yl)-N,N-dimethylbenzenesulfonamide